C(C)(C)(C)OC(N(C)CCN1CCC(CC1)C=1C=C2C(=C(NC2=C(C1)F)C1=CC(=C(C=C1)OC)OC)CC)=O (2-(4-(2-(3,4-Dimethoxyphenyl)-3-ethyl-7-fluoro-1H-indol-5-yl)piperidin-1-yl)ethyl)(methyl)carbamic acid tert-butyl ester